5-bromo-3-((tetrahydrofuran-3-yl)oxy)-1-((2-(trimethylsilyl)ethoxy)methyl)-1H-pyrazolo[3,4-b]pyridine BrC=1C=C2C(=NC1)N(N=C2OC2COCC2)COCC[Si](C)(C)C